2-pyridyl-1,3-butadiene N1=C(C=CC=C1)C=CC=C